N-((3R,4S)-4-((8-((cyclopropylmeth-yl)amino)-6-(2,6-dichloro-3,5-bis(meth-oxy-d3)phenyl)pyrido[3,4-d]pyrimidin-2-yl)amino)tetrahydrofuran-3-yl)acrylamide C1(CC1)CNC1=NC(=CC2=C1N=C(N=C2)N[C@H]2[C@H](COC2)NC(C=C)=O)C2=C(C(=CC(=C2Cl)OC([2H])([2H])[2H])OC([2H])([2H])[2H])Cl